C1(CC1)C([C@@H](C(=O)NC1=C(C=C(C=C1)[C@@H](C(=O)NC1C(CN(C1)C(=O)OC(C)(C)C)(F)F)C)F)NC(=O)C1=CC=NN1C(C)C)C1CC1 Tert-butyl 4-((S)-2-(4-((S)-3,3-dicyclopropyl-2-(1-isopropyl-1H-pyrazole-5-carboxamido)propanamido)-3-fluorophenyl)propanamido)-3,3-difluoropyrrolidine-1-carboxylate